C(C(C)C)(=O)N1C(=NC(=C1)C1=CC=C(C=C1)C)C1N(CCCC1)C(C(C)SC)=O 1-(2-(1-isobutyryl-4-(p-tolyl)-1H-imidazol-2-yl)piperidin-1-yl)-2-(methylsulfanyl)propan-1-one